tert-butyl (2R,4S)-4-(2-(3-methoxyoxetan-3-yl)-4-methylpyridin-3-yl)-2-methylpiperidine-1-carboxylate COC1(COC1)C1=NC=CC(=C1[C@@H]1C[C@H](N(CC1)C(=O)OC(C)(C)C)C)C